N1C(CCC2CC=CN=C12)=O TETRAHYDRONAPHTHYRIDONE